(4-((1S,2S,4R)-bicyclo[2.2.1]hept-2-ylamino)-2-(methylthio)pyrimidin-5-yl)methanol [C@H]12[C@H](C[C@H](CC1)C2)NC2=NC(=NC=C2CO)SC